FC1=CC=C(C=C1)N1CN(CC1C1=CC=CC=C1)C1=CC=CC=C1 3-(4-fluorophenyl)-1,4-diphenylimidazolidine